pentadec-6-enoic acid C(CCCCC=CCCCCCCCC)(=O)O